C(CCCC)OC1C(CCCC1)CN1C=[N+](C=C1)CC1C(CCCC1)OCCCCC 1,3-bis[(2-pentoxycyclohexane-1-yl)methyl]imidazolium